C(C1=CC=CC=C1)OCN1N=CC(=CC1=O)Cl 2-((benzyloxy)methyl)-5-chloropyridazin-3(2H)-one